(1,3-dimethyl-1H-thieno[2,3-c]pyrazol-5-yl)methanone CN1N=C(C2=C1SC(=C2)C=O)C